(2S,5R)-7-oxo-2-(2,2,2-trifluoroacetyl)-1,6-diazabicyclo[3.2.1]octan-6-yl hydrogen sulfate S(=O)(=O)(ON1[C@@H]2CC[C@H](N(C1=O)C2)C(C(F)(F)F)=O)O